COC=1C=C2CCC(C2=CC1)NC(=O)C=1C(NC(=CC1)C(F)(F)F)=O N-(5-methoxy-2,3-dihydro-1H-inden-1-yl)-2-oxo-6-(trifluoromethyl)-1,2-dihydropyridine-3-carboxamide